2-(1-Ethylpiperidin-4-yl)-6-(4-fluoro-2-methyl-1,3-benzoxazol-6-yl)quinazolin-4(3H)-one C(C)N1CCC(CC1)C1=NC2=CC=C(C=C2C(N1)=O)C1=CC2=C(N=C(O2)C)C(=C1)F